2-((13-(3-fluorophenyl)tridecyl)oxy)ethyl hydrogen ((((R)-1-(6-amino-9H-purin-9-yl)propan-2-yl)oxy)methyl)phosphonate NC1=C2N=CN(C2=NC=N1)C[C@@H](C)OCP(OCCOCCCCCCCCCCCCCC1=CC(=CC=C1)F)(O)=O